ClC1=C(OC=2C=C3C(=CNC3=CC2)C#N)C(=CC(=C1)N1N=C(C(NC1=O)=O)C#N)Cl 5-[2,6-dichloro-4-(6-cyano-3,5-dioxo-4H-1,2,4-triazin-2-yl)phenoxy]-1H-indole-3-carbonitrile